5'-isopentenyl-quercetin C(CC(=C)C)C=1C(=C(C=C(C=2OC=3C=C(C=C(C3C(C2O)=O)O)O)C1)O)O